Tert-butyl 4-[4-[2-(dimethylcarbamoyl)-7-fluoro-6-[1-(3-pyrazol-1-ylpropanoyl)-3,6-dihydro-2H-pyridin-5-yl]-1H-indol-4-yl]-2,5-difluoro-phenyl]-3,3-difluoro-piperidine-1-carboxylate CN(C(=O)C=1NC2=C(C(=CC(=C2C1)C1=CC(=C(C=C1F)C1C(CN(CC1)C(=O)OC(C)(C)C)(F)F)F)C1=CCCN(C1)C(CCN1N=CC=C1)=O)F)C